N-cyclohexanoylaminocaprylic acid C1(CCCCC1)C(=O)NC(C(=O)O)CCCCCC